C(#N)C=1C(=NC(=C(C1CC)C#N)N1CC(OCC1)CN1CCCC1)SC(C(=O)N)C1=CC=CC=C1 2-((3,5-dicyano-4-ethyl-6-(2-(pyrrolidin-1-ylmethyl)morpholino)pyridin-2-yl)thio)-2-phenylacetamide